S(=O)(=O)(O)CCCCOCCCCS(=O)(=O)O Sulfo-n-butyl ether